C(C)(C)(C)OC(=O)N1[C@]2(CC(C[C@@]1(CC2)C)NC=2N=NC(=CC2)I)C.BrC=2C=C(C(=NC2)Cl)C(C)=O 1-(5-bromo-2-chloropyridin-3-yl)ethanone tert-butyl-(1R,3S,5S)-3-[(6-iodopyridazin-3-yl)amino]-1,5-dimethyl-8-azabicyclo[3.2.1]octane-8-carboxylate